NC=1N=C(SC1C(=O)C=1C=NC(=CC1)OC)N(C1=CC(=C(C=C1)F)F)[C@H](C(=O)N)C (S)-2-(N-[4-Amino-5-(6-methoxypyridin-3-carbonyl)thiazol-2-yl]-3,4-difluoroanilino)propanamid